9-acridinecarboxaldehyde C1=CC=CC2=NC3=CC=CC=C3C(=C12)C=O